FC=1C=C(C(=O)O)C=C(C1C)S(=O)(=O)CCO 3-fluoro-5-[(2-hydroxyethyl)sulfonyl]-4-methylbenzoic acid